3-[2-(2-propen-1-yloxy)ethoxy]-propionic acid C(C=C)OCCOCCC(=O)O